C(#N)C(C1=CC(=CC=C1)OC1=CC=CC=C1)OC(C(C(C)C)C1=CC=C(C=C1)Cl)=O α-cyano-3-phenoxybenzyl-2-(4-chlorophenyl)-3-methylbutanoate